5-(4-(9-(hydroxymethyl)-3-azaspiro[5.5]undecane-3-carbonyl)-3,5-dimethoxyphenyl)-1,3,4-trimethylpyridin-2(1H)-one OCC1CCC2(CCN(CC2)C(=O)C2=C(C=C(C=C2OC)C=2C(=C(C(N(C2)C)=O)C)C)OC)CC1